N-(2'-chloro-[2,4'-bipyridin]-3'-yl)-2-isopropyl-pyrimidine-5-carboxamide ClC1=NC=CC(=C1NC(=O)C=1C=NC(=NC1)C(C)C)C1=NC=CC=C1